3,3,3-trifluoro-2-(trifluoromethyl)propan-1-Ol FC(C(CO)C(F)(F)F)(F)F